(1R,4R)-4-(3-Chloroanilino)-6'-ethoxy-2'-[(2R)-3-hydroxy-2-methylpropyl]-5'-methyl-2',3'-dihydrospiro[cyclohexane-1,1'-indene]-4-carboxylic acid methyl ester COC(=O)C1(CCC2(C(CC3=CC(=C(C=C23)OCC)C)C[C@H](CO)C)CC1)NC1=CC(=CC=C1)Cl